FC1=C(C=CC=C1)N1N=CC/2=C1COC\C2=N/[S@@](=O)C(C)(C)C (S,Z)-N-(1-(2-fluorophenyl)-1,7-dihydropyrano[3,4-c]pyrazol-4(5H)-ylidene)-2-methylpropane-2-sulfinamide